N1=C(N=CC=C1)C(=O)N pyrimIdine-2-carboxamide